4-[2-[4-[4-[(2,6-Dioxopiperidin-3-yl)amino]phenyl]piperidin-1-yl]acetyl]piperazin O=C1NC(CCC1NC1=CC=C(C=C1)C1CCN(CC1)CC(=O)N1CCNCC1)=O